NC1=NC=C(C2=C1C(=C(N2C)I)C2=CC(=C(C(=O)NCC(F)(F)F)C=C2)F)Br 4-(4-amino-7-bromo-2-iodo-1-methyl-1H-pyrrolo[3,2-c]pyridin-3-yl)-2-fluoro-N-(2,2,2-trifluoroethyl)benzamide